COC1=C(CN2C3(CC3)[C@H]([C@@H](C2)C=2C=NC=CC2)C#N)C=CC(=C1)OC |r| rac-trans-4-(2,4-dimethoxybenzyl)-6-(pyridin-3-yl)-4-azaspiro[2.4]heptane-7-carbonitrile